ClC=1C(=CC2=C([C@@H](C[C@@H](O2)C(=O)NC23CCC(C2)(C3)N3N=CC(=C3)OCCCOC(F)(F)F)O)C1)F (2R,4R)-6-chloro-7-fluoro-4-hydroxy-N-(4-{4-[3-(trifluoromethoxy)propoxy]-1H-pyrazol-1-yl}bicyclo[2.1.1]hexan-1-yl)-3,4-dihydro-2H-1-benzopyran-2-carboxamide